OC(C(=O)O)=CC=CC=O 2-hydroxy-6-oxohexa-2,4-dienoic acid